tetraphenylphosphonium 3-(β-hydroxyethoxycarbonyl)benzenesulfonate OCCOC(=O)C=1C=C(C=CC1)S(=O)(=O)[O-].C1(=CC=CC=C1)[P+](C1=CC=CC=C1)(C1=CC=CC=C1)C1=CC=CC=C1